N-2-(2-(4-(benzyloxy)phenoxy)ethoxy)ethyl-4-pyridinamine C(C1=CC=CC=C1)OC1=CC=C(OCCOCCNC2=CC=NC=C2)C=C1